N-(4-((2-(1,1-difluoroethyl)-6-ethylpyrimidin-4-yl)amino)-5-(6-(2-methoxyethoxy)pyridazin-3-yl)pyridin-2-yl)acetamide FC(C)(F)C1=NC(=CC(=N1)NC1=CC(=NC=C1C=1N=NC(=CC1)OCCOC)NC(C)=O)CC